N1(CCNCC1)C(C=1C=C2C=CC=NC2=CC1)C=1C=C2C=CC=NC2=CC1 6,6'-(piperazin-1-ylmethylene)diquinoline